C(C)S(=O)(=O)C=1C(=C(C=CC1)NC1=NC=C(C(=N1)C1=CNC2=C(C=CC=C12)NC([C@@H](C)N1CCN(CC1)C)=O)C)F (R)-N-(3-(2-(3-(ethylsulfonyl)-2-fluorophenylamino)-5-methyl-pyrimidin-4-yl)-1H-indol-7-yl)-2-(4-methylpiperazin-1-yl)propanamide